OC(C1[C@H]2CN(C[C@@H]12)C(=O)OCCCC)C1=NC=CC=C1 butyl (1R,5S,6r)-6-[hydroxy (2-pyridinyl) methyl]-3-azabicyclo[3.1.0]hexane-3-carboxylate